3-difluoromethyl-3-(4'-methylphenyl)acrylonitrile-13C FC(C(=C[13C]#N)C1=CC=C(C=C1)C)F